Ethyl 2-[4-cyclopropyl-2-(methylamino)-7-oxo-thieno[2,3-d]pyridazin-6-yl]acetate C1(CC1)C=1C2=C(C(N(N1)CC(=O)OCC)=O)SC(=C2)NC